BrC1=C(C=C(C(=C1)Br)OC)S(=O)(=O)NC(CNC1=CC=CC=C1)CCCCF 2,4-dibromo-N-[6-fluoro-1-(phenylamino)hexan-2-yl]-5-methoxybenzenesulfonamide